C(C)OC1=C(\C=C/2\ON(OS2)CCCCCCC(=O)O)C=CC=C1 (Z)-7-(5-(2-ethoxybenzylidene)-2,4-dioxathiazolidin-3-yl)heptanoic acid